dimethyl-dioleyl-ammonium chloride [Cl-].C[N+](CCCCCCCC\C=C/CCCCCCCC)(CCCCCCCC\C=C/CCCCCCCC)C